1-(4-methoxyphenyl)-N-methyl-methanamine COC1=CC=C(C=C1)CNC